(2-(diphenylphosphoryl)acetyl)benzonitrile C1(=CC=CC=C1)P(=O)(C1=CC=CC=C1)CC(=O)C1=C(C#N)C=CC=C1